N-(3-cyanocyclobutyl)-2-((6-methoxy-2-(2-methoxyimidazo[2,1-b][1,3,4]thiadiazol-6-yl)pyrazolo[1,5-a]pyridin-4-yl)oxy)acetamide C(#N)C1CC(C1)NC(COC=1C=2N(C=C(C1)OC)N=C(C2)C=2N=C1SC(=NN1C2)OC)=O